OCCCS(=O)(=O)O 3-hydroxypropane-1-sulfonic acid